7-(4-isopropyl-5-(8-methyl-[1,2,4]triazolo[1,5-a]pyridin-6-yl)-1H-pyrazol-3-yl)-1,2,3,4-tetrahydroisoquinoline C(C)(C)C=1C(=NNC1C=1C=C(C=2N(C1)N=CN2)C)C2=CC=C1CCNCC1=C2